3-PHENYL-1H-PYRROLO[2,3-B]PYRIDINE-2-BORONIC ACID C1(=CC=CC=C1)C1=C(NC2=NC=CC=C21)B(O)O